The molecule is a member of the class of thioureas that is thiourea in which one of the hydrogens is replaced by a phenyl group. Depending on their genetic makeup, humans find it either very bitter-tasting or tasteless. This unusual property resulted in N-phenylthiourea being used in paternity testing prior to the advent of DNA testing. It has a role as an EC 1.14.18.1 (tyrosinase) inhibitor. It derives from a thiourea. C1=CC=C(C=C1)NC(=S)N